C(C)(C)(C)OC(N(C1CCN(CC1)C(COC)=O)CC=1C(=NC(=CC1)C1=C(C(=CC=C1)C1=C(C(=NC=C1)C1=CC(=C(C=C1)C=O)OC)Cl)Cl)OC)=O.C(C)N1C=CC=C1 N-ethyl-pyrrole tert-butyl-((6-(2-chloro-3-(3-chloro-2-(4-formyl-3-methoxyphenyl)pyridin-4-yl)phenyl)-2-methoxypyridin-3-yl)methyl)(1-(2-methoxyacetyl)piperidin-4-yl)carbamate